ClC[C@@]1([C@@]([C@@H](CC1)CC1=CC=C(C=C1)F)(O)CN1N=CN=C1)C (1R,2S,5S)-2-(chloromethyl)-5-(4-fluorobenzyl)-2-methyl-1-(1H-1,2,4-triazol-1-ylmethyl)cyclopentan-1-ol